γ-methylcaprolactone CC1CCC(=O)OCC1